CC1(CCN(CC1)C=1N(C(C2=CC(=CC(=C2C1)C(C)O)C)=O)C)C 3-(4,4-dimethylpiperidin-1-yl)-5-(1-hydroxyethyl)-2,7-dimethylisoquinolin-1-one